L-serine potassium sulfate S(=O)(=O)([O-])[O-].[K+].N[C@@H](CO)C(=O)O.[K+]